5-(4,4,5,5-tetramethyl-1,3,2-dioxaborolan-2-yl)oxindole CC1(OB(OC1(C)C)C=1C=C2CC(NC2=CC1)=O)C